C(C)(C)(C)P(C(C)(C)C)CN(C1=CC=NC=C1)CP(C(C)(C)C)C(C)(C)C bis((di-tert-butylphosphino)methyl)4-pyridylamine